C1(CC1)CC=1N=C(N(C1)CC=1C(=NN(C1)C)I)C(=O)OC methyl 4-(cyclopropylmethyl)-1-((3-iodo-1-methyl-1H-pyrazol-4-yl) methyl)-1H-imidazole-2-carboxylate